ClC=1C=CC(=C(C1)CNC(=O)C1CN(C(C1)=O)C1=CC=C(C=C1)C)C N-[(5-chloro-2-methylphenyl)methyl]-1-(4-methylphenyl)-5-oxopyrrolidine-3-carboxamide